C(C=CC1=CC=CC=C1)C1=C(C(N(C1C1=CC(=C(C=C1)O)OC)C1=CC=CC=C1)=O)O 4-cinnamyl-3-hydroxy-5-(4-hydroxy-3-methoxyphenyl)-1-phenyl-1H-pyrrol-2(5H)-one